C(C)(C)(C)OC(=O)NC(C(=O)O)C1=CC=CC=C1 2-((tert-Butoxycarbonyl)amino)-2-phenylacetic acid